5-(1H-pyrazol-4-yl)phenol formate C(=O)OC1=CC=CC(=C1)C=1C=NNC1